N[C@@H](CO)CC(=O)O (L)-β-homoserine